FC1(CCN(CC1)C=1C=C(C=2N(C1)N=CC2C#N)OCC2=CC=C(C=C2)OC)F 6-(4,4-difluoropiperidin-1-yl)-4-((4-methoxybenzyl)oxy)pyrazolo[1,5-a]Pyridine-3-carbonitrile